C[SH+]C.BrCC(=O)C1=CC=CC=C1 alpha-bromoacetophenone dimethyl-sulfonium salt